C1(CC1)C(=O)N1CCC2(CC1)CC(C(C(C2)=O)C2=C(C=C(C=C2C)C2=CC=C(C=N2)C#N)CC)=O 6-[4-[3-(cyclopropanecarbonyl)-8,10-dioxo-3-azaspiro[5.5]undec-9-yl]-3-ethyl-5-methyl-phenyl]pyridine-3-carbonitrile